C(#N)C1=C(N=C(S1)N(C=1C(=NN2C1C=C(C=C2)N2CCC1(CC(C1)C(=O)OC)CC2)CC)C)C2=CC=C(C=C2)F methyl 7-(3-((5-cyano-4-(4-fluorophenyl) thiazol-2-yl) (methyl) amino)-2-ethylpyrazolo[1,5-a]pyridin-5-yl)-7-azaspiro[3.5]nonane-2-carboxylate